4-Hydroxyphenylmaleimide OC1=CC=C(C=C1)C=1C(=O)NC(C1)=O